1-(4-CYCLOPROPYLPYRIDIN-2-YL)-N-(1-METHYL-1H-INDAZOL-7-YL)-1H-PYRAZOLE-4-SULFONAMIDE C1(CC1)C1=CC(=NC=C1)N1N=CC(=C1)S(=O)(=O)NC=1C=CC=C2C=NN(C12)C